FC12CCC(CC1)(C2)C2=NOC(=N2)N2CC1=C(CC2)N=C(S1)NC(=O)NC N-{5-[3-(4-fluorobicyclo[2.2.1]heptan-1-yl)-1,2,4-oxadiazol-5-yl]-4,5,6,7-tetrahydro[1,3]thiazolo[5,4-c]pyridin-2-yl}-N'-methylurea